FC1=C(C(=CC=C1)OC)C1=NC=CC2=C1CN(C2=O)C2=NC(=CC=C2)N2CCN(CC2)C2CCNCC2 4-(2-fluoro-6-methoxyphenyl)-2-(6-(4-(piperidin-4-yl)piperazin-1-yl)pyridin-2-yl)-2,3-dihydro-1H-pyrrolo[3,4-c]pyridin-1-one